C[C@H]1[C@H]([C@H]([C@@H]([C@@H](O1)O[C@@H]2[C@H]([C@H]([C@H](O[C@H]2O[C@@H]3[C@H](O[C@H]([C@@H]([C@H]3O)NC(=O)C)OC[C@@H]4[C@@H]([C@@H]([C@H](C(O4)O)NC(=O)C)O[C@H]5[C@@H]([C@H]([C@@H]([C@H](O5)CO)O[C@H]6[C@@H]([C@H]([C@H]([C@H](O6)CO)O)O)O[C@H]7[C@H]([C@@H]([C@@H]([C@@H](O7)C)O)O)O)O)NC(=O)C)O)CO)CO)O)O)O)O)O The molecule is an amino heptasaccharide in which two alpha-L-fucosyl-(1->2)-beta-D-galactosyl-(1->4)-N-acetyl-beta-D-glucosaminyl chains are linked (1->3) and (1->6) to D-galactose. It is an amino heptasaccharide, a glucosamine oligosaccharide and a galactosamine oligosaccharide.